C12(CCC(C1)C2)N2C[C@H](NS(C1=C2C=C(C(=C1)OC)Br)(=O)=O)C1CCCC1 (R)-5-(bicyclo[2.1.1]hexan-1-yl)-7-bromo-3-cyclopentyl-8-methoxy-2,3,4,5-tetrahydrobenzo[f][1,2,5]thiadiazepine 1,1-dioxide